5-chloro-N-[4-chloro-2-methyl-6-(methylcarbamoyl)phenyl]-2-cyclopropyl-pyrazole-3-carboxamide ClC=1C=C(N(N1)C1CC1)C(=O)NC1=C(C=C(C=C1C(NC)=O)Cl)C